N-ethyl-methyl-methacrylamide ethyl-(6S)-6-[4-(5-fluoro-2-pyrazin-2-yl-3-pyridyl)-1-piperidyl]-2-azaspiro[3.4]octane-2-carboxylate C(C)OC(=O)N1CC2(C1)C[C@H](CC2)N2CCC(CC2)C=2C(=NC=C(C2)F)C2=NC=CN=C2.C(C)NC(C(=CC)C)=O